C1(CC1)C(=O)[O-].[Cs+] cesium cyclopropanecarboxylate